1,5-dihydro-4H-pyrazolo[3,4-d]pyridazin-4-one N1N=CC2=C1C=NNC2=O